COC(=O)C1=C(N(C2=C(C=CC=C12)C=1C=NN(C1)C1CCCC1)C)C 7-(1-cyclopentyl-1H-pyrazol-4-yl)-1,2-dimethyl-1H-indole-3-carboxylic acid methyl ester